CC1=C2C(C(=CN(C2=NC(=C1)N1CC(C1)=O)C=1SC=CN1)C(=O)O)=O 5-methyl-4-oxo-7-(3-oxoazetidin-1-yl)-1-(1,3-thiazol-2-yl)-1,4-dihydro-1,8-naphthyridine-3-carboxylic acid